[O-2].[V+5].[Ag+].[O-2].[O-2] silver-vanadium oxide